C(=C\C)/C1(CCC1)O (E)-1-(prop-1-en-1-yl)cyclobutan-1-ol